C(=O)(OC(C)(C)C)NC1=CC=CC=C1 Boc-aniline